ClCCN1N=NC=2N(C1=O)C=NC2C(=O)N 3-(2-chloroethyl)-4-oxoimidazo[5,1-d][1,2,3,5]tetrazine-8-carboxamide